C(C)(C)(C)OC(=O)N[C@@H](C(=O)OC)CC(C(C)=O)C1=CC(=CC=C1)Cl methyl (2R)-2-((tert-butoxycarbonyl)amino)-4-(3-chlorophenyl)-5-oxohexanoate